[2H]C=O deuteroformaldehyde